C(C)(C)NC(C1=CC(=C(C=C1)NC1=NC=C2N(C(N(C2=N1)C1CCOCC1)=O)C)C)=O N-isopropyl-3-methyl-4-((7-methyl-8-oxo-9-(tetrahydro-2H-pyran-4-yl)-8,9-dihydro-7H-purin-2-yl)amino)benzamide